C(C1=CC=CC=C1)O[C@@H]1[C@@H](CC1)O |o1:8,9| rel-(1R,2S)-2-(benzyloxy)cyclobutan-1-ol